CC1C(=C(C=2C(CCCC12)[Ti](C)(C)C)C)C 1,2,3-trimethyl-4,5,6,7-tetrahydroindenyl-trimethyl-titanium